ClC=1C=C(OC2CC(C2)N2CCOCC2)C=CC1B1OC(C(O1)(C)C)(C)C 4-((1r,3r)-3-(3-chloro-4-(4,4,5,5-tetramethyl-1,3,2-dioxaborolane-2-yl)phenoxy)cyclobutyl)morpholine